FC(C(=O)O)(F)F.CC1=C(C(=O)N[C@H](C)C2=CC=CC3=CC=CC=C23)C=C(C=C1)NCC=1C=NC=CC1 (R)-2-methyl-N-(1-(naphthalen-1-yl)ethyl)-5-((pyridin-3-ylmethyl)amino)benzamide 2,2,2-trifluoroacetate